C(CCCCCCC\C=C/CCCCCCCC)(=O)OCCOC(CCCCCCC\C=C/CCCCCCCC)=O ethylene glycol dioleate